ClC1=C2C(=NC(=C1C)N)OCCO2 8-chloro-7-methyl-2,3-dihydro-[1,4]dioxino[2,3-b]pyridin-6-amine